CC(C)(C)C=1C=C(C=C(C1)C(C)(C)C)C1=CC(=CC(=C1)C(C)(C)C)C(C)(C)C 3,3',5,5'-tetrakis(1,1-dimethylethyl)-1,1-biphenyl